COC1=CC=C(C=C1)N1C=2N=C3N(C(C2N=C1)=O)CCCCC3 3-(4-methoxyphenyl)-3,5,6,7,8,9-hexahydro-11H-azepino[1,2-a]purin-11-one